5'-chloro-7'-oxo-N-[2-(thiophen-2-yl)ethyl]-7',8'-dihydro-6'H-spiro[cyclohexane-1,9'-furo[2,3-f]quinazoline]-2'-carboxamide ClC=1C=C2C(=C3C4(NC(NC13)=O)CCCCC4)OC(=C2)C(=O)NCCC=2SC=CC2